N-tris(hydroxymethyl)methyl-3-aminopropanesulfonic acid sodium [Na].OCC(NCCCS(=O)(=O)O)(CO)CO